(5-{4-[(2,4-dichlorobenzoyl)oxy]benzylidene}-4-oxo-2-thioxo-1,3-thiazolidin-3-yl)acetic acid ClC1=C(C(=O)OC2=CC=C(C=C3C(N(C(S3)=S)CC(=O)O)=O)C=C2)C=CC(=C1)Cl